1-(5-(4-amino-7-cyclopropyl-7H-pyrrolo[2,3-d]pyrimidin-5-yl)imidazo[1,2-a]pyridin-8-yl)-3-(5-(2-fluoropropan-2-yl)-isoxazol-3-yl)urea NC=1C2=C(N=CN1)N(C=C2C2=CC=C(C=1N2C=CN1)NC(=O)NC1=NOC(=C1)C(C)(C)F)C1CC1